(R)-1-(4-bromo-5-methyl-1H-pyrazol-1-yl)-3-methoxypropan-2-ol BrC=1C=NN(C1C)C[C@H](COC)O